tert-Butyl (2-(2-((tert-butoxycarbonyl)amino)ethoxy)ethyl)-L-prolinate C(C)(C)(C)OC(=O)NCCOCCN1[C@@H](CCC1)C(=O)OC(C)(C)C